C(C)(C)(C)OC(NCC(=O)NC1=CC=C(C=C1)N[C@@H]1C[C@@H](N(C2=CC=CC=C12)C(CC)=O)C)=O tert-Butyl(2-((4-(((2S,4R)-2-methyl-1-propionyl-1,2,3,4-tetrahydroquinolin-4-yl)amino)phenyl)amino)-2-oxoethyl)carbamate